NC=1C(=NON1)N1N=NC(=C1)C(=O)NNCC=1C=C(C(=O)O)C=CC1 (E)-3-((2-(1-(4-amino-1,2,5-oxadiazol-3-yl)-1H-1,2,3-triazole-4-carbonyl)hydrazino)methyl)benzoic acid